CN1N=C2C(=CC(=CC2=C1)C=1N=NC2=CC(=CC(=C2C1)F)C1CCNCC1)C 3-(2,7-Dimethyl-2H-indazol-5-yl)-5-fluoro-7-(piperidin-4-yl)cinnoline